FC=1C(=C(OC2=CC=C(C(=C2C(=O)OC(C)(C)C)C)C(F)(F)F)C=CC1OC(F)(F)F)OC tert-Butyl 6-[3-fluoro-2-methoxy-4-(trifluoromethoxy)phenoxy]-2-methyl-3-(trifluoromethyl)benzoate